(3S)-3-({5-[2-(4-bromophenyl)-5-fluoro-1H-indol-3-yl]-1,3,4-oxadiazol-2-yl}amino)pyrrolidin-2-one BrC1=CC=C(C=C1)C=1NC2=CC=C(C=C2C1C1=NN=C(O1)N[C@@H]1C(NCC1)=O)F